C(CCCCCCC)C(CCCCCCCC)OC(CCCCCCCOC(=O)[C@H]1N(CC(C1)O)CCCCCC(=O)OC(CCCCCCCC)CCCCCC)=O (2S)-1-[6-(1-hexylnonyloxy)-6-oxo-hexyl]-4-hydroxy-pyrrolidine-2-carboxylic acid [8-(1-octylnonyloxy)-8-oxo-octyl] ester